5-[2-[3-(4-chlorophenoxy)propionyl]-6-[(3R)-3-methyl-3,4-dihydro-1H-isoquinoline-2-carbonyl]isoindolin-5-yl]-N-(4-hydroxyphenyl)-N,1,2-trimethyl-pyrrole-3-carboxamide ClC1=CC=C(OCCC(=O)N2CC3=CC(=C(C=C3C2)C2=CC(=C(N2C)C)C(=O)N(C)C2=CC=C(C=C2)O)C(=O)N2CC3=CC=CC=C3C[C@H]2C)C=C1